1,2-dibromoethoxyethane BrC(CBr)OCC